C(C1=CC=CC=C1)NC(=O)C=1N(C(N2C1CN(CC2)C(=O)C=2C=NC(=CC2)Br)=O)C2=CC=C(C=C2)OC(C)C N-benzyl-7-(6-bromopyridine-3-carbonyl)-2-(4-isopropoxyphenyl)-3-oxo-6,8-dihydro-5H-imidazo[1,5-a]pyrazine-1-carboxamide